9H-purin-2-yl-benzonitrile N1=C(N=C2NC=NC2=C1)C1=C(C#N)C=CC=C1